(2r,5r)-5-(2-fluorophenyl)pyrrolidine-2-carboxylic acid methyl ester COC(=O)[C@@H]1N[C@H](CC1)C1=C(C=CC=C1)F